tris-[2-(3,4-epoxycyclohexyl)ethyl]p-tolylsilane ethyl-4-amino-6-chloro-5-cyano-pyridine-3-carboxylate C(C)OC(=O)C=1C=NC(=C(C1N)C#N)Cl.C1(CC2C(CC1)O2)CC[Si](C2=CC=C(C=C2)C)(CCC2CC1C(CC2)O1)CCC1CC2C(CC1)O2